(3-(difluoromethyl)-1-methyl-1H-pyrazol-4-yl)(4-(7-methoxy-1,9-dimethyl-9H-pyrido[3,4-b]indol-6-yl)piperazin-1-yl)methanone FC(C1=NN(C=C1C(=O)N1CCN(CC1)C=1C=C2C3=C(N(C2=CC1OC)C)C(=NC=C3)C)C)F